ClC1=CC(=CC(N1)=O)C1=CC=CC=C1 6-chloro-4-phenylpyridin-2(1H)-one